B(C1=CC(=CC=C1)N2CCCC2)(O)O.Cl 3-(1-PYRROLIDINO)PHENYLBORONIC ACID HCL